ClC1=CC=C(C(=N1)C(=O)N)O[C@H](C)C=1C=C(C=C2C(C=C(OC12)SCC)=O)C 6-Chloro-3-[(1R)-1-(2-ethylsulfanyl-6-methyl-4-oxo-chromen-8-yl)ethoxy]pyridine-2-carboxamide